C(#N)C1=CC=C(C=C1)NC=1N=C(C2=C(N1)CCN(C2)C(CN2CCOCC2)=O)OC2=C(C=C(C#N)C=C2C)C 4-({2-[(4-Cyanophenyl)amino]-6-[2-(morpholine-4-yl)acetyl]-5H,6H,7H,8H-pyrido[4,3-d]pyrimidine-4-yl}oxy)-3,5-dimethylbenzonitrile